N-(4-aminopyridin-2-yl)-N-(3,5-difluorophenyl)acetamide NC1=CC(=NC=C1)N(C(C)=O)C1=CC(=CC(=C1)F)F